C(=O)C1CC(C1)C1=CC(=C2C=CN(C2=C1)CC(F)(F)F)NC(OC(C)(C)C)=O tert-butyl N-[6-(3-formylcyclobutyl)-1-(2,2,2-trifluoroethyl)indol-4-yl]carbamate